(2-(2-hydroxy-4-isopropylphenyl)-2,3,4,5a,6,7,8,9-octahydro-5H-1,2,5,7-tetraazabenzo[cd]azulen-5-yl)(5-hydroxy-6-(trifluoromethyl)pyridin-3-yl)methanone OC1=C(C=CC(=C1)C(C)C)N1N=C2CCNCC3C2=C1CCN3C(=O)C=3C=NC(=C(C3)O)C(F)(F)F